ClC=1CC2C(C3=CC=C(C=C3C(C2CC1)=O)Cl)=O 2,6-dichloro-1,4,4a,9a-tetrahydroanthraquinone